CC1=CC=CC=2N=C(OC21)N 7-methylbenzo[d]oxazol-2-amine